FC(CCN)(F)F 3,3,3-trifluoropropan-1-amine